NC1=NC=C(C2=C1C(=NN2C(C)C)C2=NOC(=C2P(C)(C)=O)C2CC2)F (3-(4-amino-7-fluoro-1-isopropyl-1H-pyrazolo[4,3-c]pyridin-3-yl)-5-cyclopropylisoxazol-4-yl)dimethylphosphine oxide